(2R)-N-[(1S)-1-[5-chloro-2-(dimethylamino)pyridin-4-yl]-2-hydroxyethyl]-2-(6-{5-chloro-2-[(oxan-4-yl)amino]pyrimidin-4-yl}-1-oxo-2,3-dihydro-1H-isoindol-2-yl)propanamide ClC=1C(=CC(=NC1)N(C)C)[C@@H](CO)NC([C@@H](C)N1C(C2=CC(=CC=C2C1)C1=NC(=NC=C1Cl)NC1CCOCC1)=O)=O